(3aR,5r,6aS)-5-(3-Methylphenyl)octahydrocyclopenta[c]pyrrole monohydrochloride Cl.CC=1C=C(C=CC1)C1C[C@@H]2[C@@H](CNC2)C1